(3R,5S)-5-(((9-chloro-2-(piperazin-1-yl)pyrimido[5,4-c]quinolin-5-yl)oxy)methyl)-1-methylpyrrolidin-3-ol ClC1=CC=2C3=C(C(=NC2C=C1)OC[C@@H]1C[C@H](CN1C)O)C=NC(=N3)N3CCNCC3